COC1=CC=C(CN2C(C(CCC2=O)N2C(C3=CC=C(C=C3C2)C2CC(=NN2)C2=NC(=CC=C2)OC)=O)=O)C=C1 1-(4-methoxybenzyl)-3-(5-(3-(6-methoxypyridin-2-yl)-4,5-dihydro-1H-pyrazol-5-yl)-1-oxoisoindolin-2-yl)piperidine-2,6-dione